6-amino-2-methoxy-3-(2H-1,2,3-triazol-2-yl)isonicotinic acid methyl ester COC(C1=C(C(=NC(=C1)N)OC)N1N=CC=N1)=O